(4Z)-2-[[(1R)-2-methoxy-1-phenyl-ethyl]amino]-4-[(2-methyl-1,3-benzothiazol-6-yl)methylene]-1H-imidazol-5-one COC[C@@H](C1=CC=CC=C1)NC=1NC(/C(/N1)=C/C1=CC2=C(N=C(S2)C)C=C1)=O